O=S1(N(CCC1)C1=C2C=C(N=CC2=C(N=C1)NC)NC(=O)C1CC1)=O N-(5-(1,1-dioxidoisothiazolidin-2-yl)-8-(methylamino)-2,7-naphthyridin-3-yl)cyclopropanecarboxamide